ClC1=NC(=CC2=CC=CC=C12)C1CC1 chloro-3-cyclopropyl-isoquinoline